1-(2-amino-5-(5-fluoro-6-methoxypyridin-3-yl)phenyl)ethan-1-one NC1=C(C=C(C=C1)C=1C=NC(=C(C1)F)OC)C(C)=O